BrC1=CC(=C(C=C1OC)CC(=O)NC1=CC(=NC=C1)C(=O)OC)F methyl 4-[[2-(4-bromo-2-fluoro-5-methoxy-phenyl)acetyl] amino]pyridine-2-carboxylate